ClC=1C(=CC2=C(C[C@](O2)(C2=CC=CC=C2)CNC2CCC(CC2)O)C1C=1C(=C2C=CNC2=CC1C(=O)N)F)F (S)-5-((S)-5-Chloro-6-fluoro-2-(((4-hydroxycyclohexyl)amino)methyl)-2-phenyl-2,3-dihydrobenzofuran-4-yl)-4-fluoro-1H-indole-6-carboxamide